Ethyl (2R)-2-{[(1,2,3,5,6,7-hexahydro-s-indacen-4-yl)carbamoyl]oxy}-4-phenylbutanoate C1CCC2=C(C=3CCCC3C=C12)NC(=O)O[C@@H](C(=O)OCC)CCC1=CC=CC=C1